1,6-dibromo-2-hydroxy-3-naphthalenecarboxylic acid BrC1=C(C(=CC2=CC(=CC=C12)Br)C(=O)O)O